tert-butyl (3S)-3-(3-(2,6-dioxopiperidin-3-yl)-1-methyl-1H-indazol-6-yl)piperidine-1-carboxylate O=C1NC(CCC1C1=NN(C2=CC(=CC=C12)[C@H]1CN(CCC1)C(=O)OC(C)(C)C)C)=O